1-(3-bromo-1-(tetrahydro-2H-pyran-4-yl)-6,7-dihydro-1H-pyrazolo[4,3-c]pyridin-5(4H)-yl)ethanone BrC1=NN(C2=C1CN(CC2)C(C)=O)C2CCOCC2